2-bromo-1-(2-hydroxyphenyl)-4-methoxybutan-1-one BrC(C(=O)C1=C(C=CC=C1)O)CCOC